bis(triethylsilyl)dimethylketene C(C)[Si](CC)(CC)C(C(=C=O)C)[Si](CC)(CC)CC